FC(C1CC2(CN(C2)C(=O)N2C[C@@H]3[C@@H](OCC(N3)=O)CC2)C1)(C=1C=NC(=NC1)C(F)(F)F)F (4aR,8aS)-6-[6-[difluoro-[2-(trifluoromethyl)pyrimidin-5-yl]methyl]-2-azaspiro[3.3]heptane-2-carbonyl]-4,4a,5,7,8,8a-hexahydropyrido[4,3-b][1,4]oxazin-3-one